ClC=1C=CC2=C(N(C=N2)CC(=O)O)C1 2-(6-chloro-1H-benzo[d]imidazol-1-yl)acetic acid